ClC1=C(C=2N=C(N=C(C2C(=N1)OC[C@@H]1[C@H]2CC[C@@H](CN1)N2C(=O)OC(C)(C)C)O)SC)F tert-butyl (1R,2S,5S)-2-(((7-chloro-8-fluoro-4-hydroxy-2-(methylthio)pyrido[4,3-d]pyrimidin-5-yl)oxy)methyl)-3,8-diazabicyclo[3.2.1]octane-8-carboxylate